4-propylguaiacol C(CC)C=1C=C(C(=CC1)OC)O